C1(CCCCC1)C/C=C/C(=O)N[C@@H](C(=O)N)CC(=O)N(CCC1=CC=C(C=C1)O)O (R,E)-2-(4-cyclohexylbut-2-enamido)-N4-hydroxy-N'-(4-hydroxyphenethyl)succinamide